[C@@H]12CN(C[C@H]2C1)CCOC1=C(C=C(C=C1)NC(=O)C1CC1)C=1C(=NOC1C)C N-[4-[2-[(1R,5S)-3-azabicyclo[3.1.0]hexan-3-yl]ethoxy]-3-(3,5-dimethylisoxazol-4-yl)phenyl]cyclopropanecarboxamide